NC=1C=C(CSCC(=O)O)C=CC1 2-((3-aminobenzyl)thio)acetic acid